FC(C1=NC=CC(=N1)C1=CC=2C=NC(=CC2N1)NC(=O)C1C2CCCC12)(F)F N-(2-(2-(trifluoromethyl)pyrimidin-4-yl)-1H-pyrrolo[3,2-c]pyridin-6-yl)bicyclo[3.1.0]hexane-6-carboxamide